5-methyl-5H-dibenzo[b,d]thiophen-5-ium triflate [O-]S(=O)(=O)C(F)(F)F.C[S+]1C2=C(C3=C1C=CC=C3)C=CC=C2